N-((5-bromo-6-methoxypyridin-2-yl)carbamothioyl)benzamide BrC=1C=CC(=NC1OC)NC(=S)NC(C1=CC=CC=C1)=O